Francium toluenesulfonic acid C(C1=CC=CC=C1)S(=O)(=O)O.[Fr]